4-phenyl-1-(3-pyridazin-4-yl-1-bicyclo[1.1.1]pentanyl)piperidin-2-one C1(=CC=CC=C1)C1CC(N(CC1)C12CC(C1)(C2)C2=CN=NC=C2)=O